C(C1=CC=CC=C1)N1CC2CN(C(C1)CC2)C2C(CN(CC2)C(=O)OC(C)(C)C)F tert-Butyl 4-{3-benzyl-3,6-diazabicyclo[3.2.2]nonan-6-yl}-3-fluoropiperidine-1-carboxylate